FC1([C@H]2CC(C[C@@H]12)N(C(=O)OCC1=C(N=NN1C)C1=CC=C(C(=N1)CC)N1C[C@H](CCC1)CC(=O)O)C)F 2-((R)-1-(6-(5-(((((1R,3s,5S)-6,6-difluorobicyclo[3.1.0]hexan-3-yl)(methyl)carbamoyl)oxy)methyl)-1-methyl-1H-1,2,3-triazol-4-yl)-2-ethylpyridin-3-yl)piperidin-3-yl)acetic acid